Divinyl-tetramethyl-disilazane C(=C)[SiH](N([Si](C)(C)C)C)C=C